1,3-dimethyl-3-((1-methylcyclohexyl)methyl)indoline-2-one dicyano-imidazolate C(#N)C=1N=C([N-]C1)C#N.CN1C(C(C2=CC=CC=C12)(CC1(CCCCC1)C)C)=O